BrC1=C(C=CC=C1OC1=CC=CC=C1)C=1C(=CC=CC1)C1=C(C=CC=C1)Br 2,2''-dibromo-3-phenoxy-1,1':2',1''-terphenyl